1-(4-(1H-pyrazol-3-yl)indolin-1-yl)-2-((2-methyl-5-(3-methyl-1,2,4-thiadiazol-5-yl)phenyl)amino)ethan-1-one N1N=C(C=C1)C1=C2CCN(C2=CC=C1)C(CNC1=C(C=CC(=C1)C1=NC(=NS1)C)C)=O